C(C)C=1C(=CC(=C(C1)O)F)C=1C=C(C=2N(C1)C=NC2)OCC2CCNCC2 5-ethyl-2-fluoro-4-(8-(piperidin-4-ylmethoxy)imidazo[1,5-a]pyridin-6-yl)phenol